OC1=C(C=O)C=C(C(=C1)C=O)O 2,5-di-hydroxyterephthalaldehyde